(R)-(6-((3-chloro-4-methylphenyl)sulfonyl)-1-(4-fluorophenyl)-4,4a,5,6,7,8-hexahydro-1H-pyrazolo[3,4-g]isoquinolin-4a-yl)(pyridin-2-yl)methanone ClC=1C=C(C=CC1C)S(=O)(=O)N1C[C@]2(CC3=C(C=C2CC1)N(N=C3)C3=CC=C(C=C3)F)C(=O)C3=NC=CC=C3